3-(2,6-bis(bromomethyl)isonicotinamido)-2-((2,6-bis(bromomethyl)-isonicotinamido)methyl)propanoic acid BrCC=1C=C(C(=O)NCC(C(=O)O)CNC(C2=CC(=NC(=C2)CBr)CBr)=O)C=C(N1)CBr